tetradeca-1,13-dien-4-yl 2-naphthoate C1=C(C=CC2=CC=CC=C12)C(=O)OC(CC=C)CCCCCCCCC=C